OCCNCCCCCC(=O)OCCCCCCCCCCC undecyl 6-(2-hydroxyethylamino)hexanoate